ethyl-[(3-{2-chloro-4-fluoro-5-[3-methyl-2,6-dioxo-4-(trifluoromethyl)-3,6-dihydropyrimidin-1(2H)-yl] phenoxy} pyridin-2-yl) oxy] acetate C(C)(=O)OOC1=NC=CC(=C1OC1=C(C=C(C(=C1)N1C(N(C(=CC1=O)C(F)(F)F)C)=O)F)Cl)CC